C1=CC=CC=2C3=CC=CC=C3C(=CC12)C=1C=C(C=CC1)C1=NC=NC(=C1)C1=CC(=CC=C1)C=1C2=CC=CC=C2C=2C=CC=CC2C1 4,6-bis[3-(phenanthrene-9-yl)phenyl]pyrimidine